ClC=1C=CC(=NC1)CN1C(=NC=2N(C(N(C(C12)=O)CCCO)=O)C)OC1=CC=C(C=C1)OC(F)(F)F 7-((5-chloropyridin-2-yl)methyl)-1-(3-hydroxypropyl)-3-methyl-8-(4-(trifluoromethoxy)phenoxy)-1H-purine-2,6(3H,7H)-dione